(3S,4S)-4-((6-(6-(1-methylcyclopropyl)-imidazo[1,2-a]pyridin-3-yl)pyridin-2-yl)-amino)pyrrolidin-3-ol CC1(CC1)C=1C=CC=2N(C1)C(=CN2)C2=CC=CC(=N2)N[C@@H]2[C@H](CNC2)O